3-benzyl-1-(trans-4-((5-cyano-4-((1H-pyrazol-5-ylmethyl)-amino)pyrimidin-2-yl)amino)-cyclohexyl)-1-(5-(1-methyl-1H-pyrazol-4-yl)pyridin-2-yl)urea C(C1=CC=CC=C1)NC(N(C1=NC=C(C=C1)C=1C=NN(C1)C)[C@@H]1CC[C@H](CC1)NC1=NC=C(C(=N1)NCC1=CC=NN1)C#N)=O